FC1=CC2=C(CN(CCC2)C2=C(C(=C(C(=C2)C)C(C(=O)N)C(C)(C)C)C)C)C=C1 (4-(7-fluoro-1,3,4,5-tetrahydro-2H-benzo[c]azepin-2-yl)-2,3,6-trimethylphenyl)-3,3-dimethylbutyramide